C1(CCCCC1)[C@H](C(=O)N1CCC(CC1)OC1CCN(CC1)CC(=O)N1CCN(CC1)C(C1=C(C=CC(=C1)CC1=NNC(C2=CC=CC=C12)=O)F)=O)NC(=O)C1COC1 N-[(1R)-1-cyclohexyl-2-[4-[[1-[2-[4-[2-fluoro-5-[(4-oxo-3H-phthalazin-1-yl)methyl]benzoyl]piperazin-1-yl]-2-oxo-ethyl]-4-piperidyl]oxy]-1-piperidyl]-2-oxo-ethyl]oxetane-3-carboxamide